C(C)OC(C[C@@H](C=1C=C(C=C(C1F)C(F)(F)F)C1=C(C(=CC=C1C)C)O)N)=O.FC1=NC=C(C=C1)[C@H]1NOCC1 2-fluoro-5-[(3S)-1,2-oxazolidin-3-yl]pyridine ethyl-(3S)-3-amino-3-[4-fluoro-2'-hydroxy-3',6'-dimethyl-5-(trifluoromethyl)-[1,1'-biphenyl]-3-yl]propanoate